FC(OC1=CC=C(C=N1)[C@H](CC(=O)OC(C)(C)C)N1C(N(CC1)CCCC1=NC=2NCCCC2C=C1)=O)F (S)-tert-Butyl 3-(6-(difluoromethoxy) pyridin-3-yl)-3-(2-oxo-3-(3-(5,6,7,8-tetrahydro-1,8-naphthyridin-2-yl)propyl) imidazolidin-1-yl)propanoate